C(C=CC1=CC=CC=C1)(=O)OCC(C)C ISOBUTYL CINNAMATE